C(C)(=O)N1CCC(CC1)NCC1=C(C=C(C=C1)C1=C(C(=NC=N1)C=1C(=C(C=CC1)C1=CC=C(C(=N1)OC)CNC1CCN(CC1)C(C)=O)Cl)OC)OC 1-(4-(((6-(3-(6-(4-(((1-Acetylpiperidin-4-yl)amino)methyl)-3-methoxyphenyl)-5-methoxypyrimidin-4-yl)-2-chlorophenyl)-2-methoxypyridin-3-yl)methyl)amino)piperidin-1-yl)ethan-1-one